2-[6-(2,5-diazabicyclo[2.2.1]heptan-2-yl)pyridazin-3-yl]-5-(7-fluoro-2-methyl-2H-indazol-5-yl)pyridin-3-ol C12N(CC(NC1)C2)C2=CC=C(N=N2)C2=NC=C(C=C2O)C2=CC1=CN(N=C1C(=C2)F)C